(R)-N-((2-(4-fluoro-6-(4,7-diazaspiro[2.5]octan-7-yl)pyridin-2-yl)-1,6-naphthyridin-7-yl)methyl)-4-methyl-3-(tetrahydrofuran-2-yl)benzamide FC1=CC(=NC(=C1)N1CCNC2(CC2)C1)C1=NC2=CC(=NC=C2C=C1)CNC(C1=CC(=C(C=C1)C)[C@@H]1OCCC1)=O